6-hydroxy-1-(2-hydroxyethyl)-1,2,3,4-tetrahydro-1,8-naphthyridin-2-one OC=1C=C2CCC(N(C2=NC1)CCO)=O